4-(furanyloxy)cyclohexanone O1C(=CC=C1)OC1CCC(CC1)=O